5-(3-((2,4-difluorobenzyl)sulfonyl)-5-morpholinophenyl)pyrimidin-2-amine FC1=C(CS(=O)(=O)C=2C=C(C=C(C2)N2CCOCC2)C=2C=NC(=NC2)N)C=CC(=C1)F